NC1(CCC(CC1)N=C=N)N diaminocyclohexyl-carbodiimide